methyl-4-bromopyrazolo[1,5-a]pyridine-3-carboxylate COC(=O)C=1C=NN2C1C(=CC=C2)Br